ClC1=CC=C(C=C1)OC1=CC(=C(C=C1)[C@@]1(OCC[C@@H](O1)C)CN1N=CN=C1)Cl trans-3-chloro-4-[4-methyl-2-(1H-1,2,4-triazol-1-ylmethyl)-1,3-dioxan-2-yl]Phenyl p-chlorophenyl ether